N[C@H]1CS(C2=C(N(C1=O)CC1=CC=C(C=C1)Cl)C=C(C(=C2)F)C=2N=NC=C(N2)C2(CC2)S(=O)(=O)C)(=O)=O (3R)-3-amino-5-[(4-chlorophenyl)methyl]-8-fluoro-7-[5-(1-methylsulfonylcyclopropyl)-1,2,4-triazin-3-yl]-1,1-dioxo-2,3-dihydro-1λ6,5-benzothiazepine-4-One